N-(4-cyano-3-(trifluoromethyl)phenyl)-4-ethoxy-3-(1-methyl-7-oxo-3-propyl-6,7-dihydro-1H-pyrazolo[4,3-d]pyrimidin-5-yl)benzenesulfonamide C(#N)C1=C(C=C(C=C1)NS(=O)(=O)C1=CC(=C(C=C1)OCC)C=1NC(C2=C(N1)C(=NN2C)CCC)=O)C(F)(F)F